C(C)(C)(C)OC(=O)N1CCC(CC1)C=1C=C2C(=C(NC2=CC1)C1=CC=2N(C(=C1)C)N=CC2C(=O)O)C(C)C 5-(5-(1-(tert-Butoxycarbonyl)piperidin-4-yl)-3-isopropyl-1H-indol-2-yl)-7-methylpyrazolo[1,5-a]pyridine-3-carboxylic acid